5-(4-chlorobenzyl)-2-(5-chloropyridazin-3-yl)-8-isopropyl-2,5,8-triazaspiro[3.5]nonane-6,9-dione ClC1=CC=C(CN2C3(CN(C3)C=3N=NC=C(C3)Cl)C(N(CC2=O)C(C)C)=O)C=C1